2-(2-((7-chloro-1,2,3,4-tetrahydroisoquinolin-6-yl)amino)-5-(trifluoromethyl)pyrimidin-4-yl)-5,6,6-trimethyl-5,6-dihydro-4H-thieno[2,3-c]pyrrol-4-one ClC1=C(C=C2CCNCC2=C1)NC1=NC=C(C(=N1)C1=CC2=C(C(N(C2=O)C)(C)C)S1)C(F)(F)F